[1-(2-Difluoromethyl-pyridin-4-yl)-pyrrolidin-3(R)-yl]-(9-methyl-1,3,5,6,7,8-hexahydro-pyrrolo[3,4-b][1,7]naphthyridin-2-yl)-methanone FC(C1=NC=CC(=C1)N1C[C@@H](CC1)C(=O)N1CC2=NC=3CNCCC3C(=C2C1)C)F